BrCCCCCC[Si](OCC)(OCC)OCC 6-Bromohexyltriethoxysilane